Zingeron O=C(C)CCC1=CC(OC)=C(O)C=C1